CN1C2=C(N(C(C1=O)=O)C1CCN(CC1)C1=NC=C(C=N1)CN1CCN(CC1)C)N=C(C=C2)C 1,6-dimethyl-4-(1-(5-((4-methylpiperazin-1-yl)methyl)pyrimidin-2-yl)piperidin-4-yl)-1,4-dihydropyrido[2,3-b]pyrazine-2,3-dione